4-((2-(2-isopropylphenyl)-8-oxo-7,8-dihydro-9H-purin-9-yl)methyl)benzonitrile C(C)(C)C1=C(C=CC=C1)C1=NC=C2NC(N(C2=N1)CC1=CC=C(C#N)C=C1)=O